1-((((9H-Fluoren-9-yl)methoxy)carbonyl)amino)cyclobutanecarboxylic acid C1=CC=CC=2C3=CC=CC=C3C(C12)COC(=O)NC1(CCC1)C(=O)O